N-(3-butyl)methacrylamide (9Z,9'Z,12Z,12'Z)-2-(((3-(diethylamino)propanoyl)oxy)methyl)propane-1,3-diylbis(octadeca-9,12-dienoate) C(C)N(CCC(=O)OCC(CCCCCC\C=C/C\C=C/CCCCCCCC(=O)O)CCCCCC\C=C/C\C=C/CCCCCCCC(=O)O)CC.CCC(C)NC(C(=C)C)=O